(4-(3,5-difluorophenylamino)-6-(2-hydroxy-2-methylpropyl-amino)-1,3,5-triazin-2-yl)pyridin-2-ylcarbamic acid methyl ester COC(N(C1=NC=CC=C1)C1=NC(=NC(=N1)NC1=CC(=CC(=C1)F)F)NCC(C)(C)O)=O